3-(4-(2-(4-chloro-3-methoxyphenyl)-3H-imidazo[4,5-b]pyridin-7-yl)-1H-pyrazol-1-yl)-tetrahydro-2H-pyran-4-carbonitrile ClC1=C(C=C(C=C1)C1=NC=2C(=NC=CC2C=2C=NN(C2)C2COCCC2C#N)N1)OC